CC(C)([Si](OCCNCC(NCCC(N(C(C(=O)[O-])C)C)=O)=O)(C)C)C 2,2,3,3,14,15-hexamethyl-9,13-dioxo-4-oxa-7,10,14-triaza-3-silahexadecan-16-oate